CC=1C=CC(=C(NC=2C=C(C(=O)OCC)C=CC2O)C1)C(=O)O ethyl 3-(5'-methyl-2'-carboxyl anilino)-4-hydroxybenzoate